BrC=1C(=C(C=CC1)B(O)O)CC1=CC=CC=C1 m-bromobenzylphenylboronic acid